9-(7-(difluoromethyl)-6-(1-methyl-1H-pyrazol-4-yl)-3,4-dihydroquinolin-1(2H)-yl)-7-(1-ethyl-2-oxopiperidin-4-yl)-1,3,4,5-tetrahydro-2H-benzo[c]azepin-2-carboxylic acid tert-butyl ester C(C)(C)(C)OC(=O)N1CC2=C(CCC1)C=C(C=C2N2CCCC1=CC(=C(C=C21)C(F)F)C=2C=NN(C2)C)C2CC(N(CC2)CC)=O